(2S,3S,4R,5R)-5-(2-(5-chloropyridin-3-yl)-6-(3,5-dichlorobenzylamino)-9H-purin-9-yl)-3,4-dihydroxyl-N-(methyl-d3)-tetrahydrofuran-2-carboxamide ClC=1C=C(C=NC1)C1=NC(=C2N=CN(C2=N1)[C@H]1[C@@H]([C@@H]([C@H](O1)C(=O)NC([2H])([2H])[2H])O)O)NCC1=CC(=CC(=C1)Cl)Cl